(2S,4R)-1-[(2S)-2-amino-3,3-dimethylbutanoyl]-4-hydroxy-N-[[4-(4-methyl-1,3-thiazol-5-yl)phenyl]methyl]pyrrolidine-2-carboxamide CC1=C(SC=N1)C2=CC=C(C=C2)CNC(=O)C3CC(CN3C(=O)C(C(C)(C)C)N)O